COC1(CCN(CC1)C1=CC(=C(C=C1)NC=1C=CC2=C(OCC(N2C)=O)C1)C)C(F)(F)F 7-((4-(4-methoxy-4-(trifluoromethyl)piperidin-1-yl)-2-methylphenyl)amino)-4-methyl-2H-benzo[b][1,4]oxazin-3(4H)-one